ClC1=C(C=2C(=NC=CC2OC2=CC(=C(C=C2)NC(=O)NC2=CC(=C(C=C2)CN2CCN(CC2)C)C(F)(F)F)F)N1)Cl 1-(4-((2,3-DICHLORO-1H-PYRROLO[2,3-B]PYRIDIN-4-YL)OXY)-2-FLUOROPHENYL)-3-(4-((4-METHYLPIPERAZIN-1-YL)METHYL)-3-(TRIFLUOROMETHYL)PHENYL)UREA